3a,7a-dihydroxy-6-keto-5beta-cholanic acid methyl ester COC(CC[C@@H](C)[C@H]1CC[C@H]2[C@@H]3[C@@H](C([C@@H]4C[C@@H](CC[C@]4(C)[C@H]3CC[C@]12C)O)=O)O)=O